(4S)-1-[(4,4-difluorocyclohexyl)methyl]-5,5-difluoro-3-(trifluoromethyl)-1H,4H,5H,6H-cyclopenta[c]pyrazol-4-ol FC1(CCC(CC1)CN1N=C(C2=C1CC([C@H]2O)(F)F)C(F)(F)F)F